ClC1=CC=C(C(=N1)C(=O)O)N[C@H](C)C1=C2N=C(C(=NC2=CC(=C1)C)C#N)N1C2C(COC2)C2(CCN(CC2)C)C1 6-chloro-3-(((1R)-1-(2-cyano-7-methyl-3-(1'-methyltetrahydrospiro[furo[3,4-b]pyrrole-3,4'-piperidin]-1(2H)-yl)quinoxalin-5-yl)ethyl)amino)picolinic acid